Undecanoat C(CCCCCCCCCC)(=O)[O-]